2,4-Dichloropteridine ClC1=NC2=NC=CN=C2C(=N1)Cl